ClC1=CC(=NC=N1)N[C@H]1CN(CCC1)C1=CC(=CC=C1)F 6-chloro-N-[(3R)-1-(3-fluorophenyl)-3-piperidyl]pyrimidin-4-amine